(S)-4-(3-fluorobenzyl)-N-(7-(3-(1-hydroxycyclobutyl)propoxy)-5-methyl-4-oxo-2,3,4,5-tetrahydrobenzo[b][1,4]oxazepin-3-yl)-1H-pyrazole-1-carboxamide FC=1C=C(CC=2C=NN(C2)C(=O)N[C@@H]2C(N(C3=C(OC2)C=CC(=C3)OCCCC3(CCC3)O)C)=O)C=CC1